N1N=CC2=CC(=CC=C12)NC1=NC(=NC=N1)N N'-(1H-indazol-5-yl)-1,3,5-triazine-2,4-diamine